C(C)(C)(CC)OCC ethyl tert-amyl ether